COCCN[C@H]1CN(C[C@H](C1)C)C1=CC=C(C=2N=CC=NC12)C#N 8-((3R,5S)-3-(2-methoxyethylamino)-5-methylpiperidin-1-yl)quinoxaline-5-carbonitrile